N-(2,4-Difluorobenzyl)-2-(3,7-dimethyloctyl)-9-hydroxy-1,8-dioxo-1,3,4,8-tetrahydro-2H-pyrido[1,2-a]pyrazine-7-carboxamide FC1=C(CNC(=O)C=2C(C(=C3N(CCN(C3=O)CCC(CCCC(C)C)C)C2)O)=O)C=CC(=C1)F